C(=O)=[Ru](=C=O)=C=O.[Ru] ruthenium tricarbonyl-ruthenium